[P](=O)=O.[Mn].[Co] cobalt manganese phosphorus dioxide